C(C)OC([C@@H](CCCCCF)NC([C@@H](CC1=CC=CC=C1)NC(=O)OC(C)(C)C)=O)=O (2R)-2-[[(2R)-2-(tert-Butoxycarbonylamino)-3-phenyl-propionyl]amino]-7-fluoro-heptanoic acid ethyl ester